COC([C@H]1N(CC(C1)=O)C(=O)OC(C)(C)C)=O (2S)-1-boc-4-oxo-proline methyl ester